CC1(OC=2C(S1)C(C=CC2)=O)C 2,2-dimethyl-4H-benzo[d][1,3]oxathiolan-4-one